CC1=CC=C(C=C1)C(=O)[O-] The molecule is a toluate that is the conjugate base of p-toluic acid, obtained by deprotonation of the carboxy group. It is a conjugate base of a p-toluic acid.